C(C)(C)NC=1C2=C(N=C(N1)NC1=CC=C(C=3CCOC31)C(=O)N3CCC(CC3)N3CCOCC3)NC=C2C(F)(F)F (7-((4-(isopropylamino)-5-(trifluoromethyl)-7H-pyrrolo[2,3-d]pyrimidin-2-yl)amino)-2,3-dihydrobenzo-furan-4-yl)(4-morpholinopiperidin-1-yl)methanone